BrC=1C(=C2C=C(N(C2=C(C1F)F)C(=O)OC(C)(C)C)C(=O)OC)F 1-(tert-butyl) 2-methyl 5-bromo-4,6,7-trifluoro-1H-indole-1,2-dicarboxylate